N-(5-chloro-2-hydroxyphenyl)-3-oxododecanoamide ClC=1C=CC(=C(C1)NC(CC(CCCCCCCCC)=O)=O)O